COC(C(CCCC(CCCCCCCC)C)C)=O.ClC1=C(C(=O)N(CCOC)C2CC2)C=C(C=N1)C=1C=NN(C1)C1=C(C=C(C=C1Cl)C(C(F)(F)F)(C(F)(F)F)F)Cl 2-chloro-N-cyclopropyl-5-(1-(2,6-dichloro-4-(perfluoropropan-2-yl)phenyl)-1H-pyrazol-4-yl)-N-(2-methoxyethyl)nicotinamide Methyl-2,6-dimethyltetradecanoate